(2S)-1-[(1-Methyl-5-{[(2-methylbiphenyl-3-yl)amino]carbonyl}-6-oxo-1,6-dihydropyridin-3-yl)methyl]piperidin CN1C=C(C=C(C1=O)C(=O)NC=1C(=C(C=CC1)C1=CC=CC=C1)C)CN1CCCCC1